N-(4-(6-chlorobenzo[d]oxazol-2-yl)phenyl)cyclopropane-carboxamide ClC1=CC2=C(N=C(O2)C2=CC=C(C=C2)NC(=O)C2CC2)C=C1